FC1=CC=C(C=C1)S(=O)(=O)NC1=CC=C(C=C1)N=CC=1C(=C2C=CC(OC2=CC1)(C)C)O 4-fluoro-N-(4-(((5-hydroxy-2,2-dimethyl-2H-chromen-6-yl)methylene)amino)phenyl)benzenesulfonamide